C(C)(C)(C)OC(=O)N1C(CCC(C1)NC(=O)OC(C)C)C(N)=O carbamoyl-5-(isopropoxycarbonylamino)piperidine-1-carboxylic acid tert-butyl ester